Cl.NC[C@H](C(=O)OC1CCCCC1)NC(=O)OCC1=CC=CC=C1 Cyclohexyl (R)-3-amino-2-(((benzyloxy)carbonyl)amino)propanoate hydrochloride